C1(CC1)CCN(C1=C2CN(C(C2=CC=C1)=O)C1C(NC(CC1)=O)=O)C1CCC(CC1)NC1CC(C1)(F)F 3-(4-((2-cyclopropylethyl)((1r,4r)-4-((3,3-difluorocyclobutyl)amino)cyclohexyl)amino)-1-oxoisoindolin-2-yl)piperidine-2,6-dione